CO[Si](CC=CC[Si](OC)(OC)OC)(OC)OC 1,4-bis(trimethoxysilyl)-2-butene